ethyl 6-(4-(3-(4-chlorophenyl)-1-isobutylimidazo[1,5-a]pyridine-7-carbonyl)-3,3-dimethylpiperazin-1-yl)nicotinate ClC1=CC=C(C=C1)C1=NC(=C2N1C=CC(=C2)C(=O)N2C(CN(CC2)C2=NC=C(C(=O)OCC)C=C2)(C)C)CC(C)C